ClCC\C=C\CCCCC(OC)OC (3E)-1-chloro-9,9-dimethoxy-3-nonene